(2S,4R)-N-[1-carbamoyl-3-(hydroxymethyl)cyclobutyl]-1-[(2S)-2-(4-cyclopropyltriazol-1-yl)-3,3-dimethyl-butanoyl]-4-hydroxy-pyrrolidine-2-carboxamide C(N)(=O)C1(CC(C1)CO)NC(=O)[C@H]1N(C[C@@H](C1)O)C([C@H](C(C)(C)C)N1N=NC(=C1)C1CC1)=O